1-{3-methoxy-4-{2-[4-(2,3-dichlorophenyl)piperazin-1-yl]ethoxy}benzyl}-3-(4-dimethylaminobenzyl)urea COC=1C=C(CNC(=O)NCC2=CC=C(C=C2)N(C)C)C=CC1OCCN1CCN(CC1)C1=C(C(=CC=C1)Cl)Cl